(R)-3-(((R)-2-acetamido-3-(benzyloxy)-3-oxopropyl)thio)propane-1,2-diyl dipalmitate C(CCCCCCCCCCCCCCC)(=O)OC[C@H](CSC[C@@H](C(=O)OCC1=CC=CC=C1)NC(C)=O)OC(CCCCCCCCCCCCCCC)=O